CC(=C)C1=CC=CC=C1.[Na].[Na].[Na].[Na] tetrasodium α-methylstyrene